[I-].CN(C)CC N,N-dimethyl-ethyl-amine iodide